1-(4-(4-chlorobenzyl)-3,4-dihydroquinoxaline-1(2H)-yl)-2-(4-methylpiperazin-1-yl)ethan-1-one ClC1=CC=C(CN2CCN(C3=CC=CC=C23)C(CN2CCN(CC2)C)=O)C=C1